6-(3-aminoprop-1-yn-1-yl)-N-((4,6-dimethyl-2-oxo-1,2-dihydropyridin-3-yl)methyl)-1-isopropyl-3-methyl-1H-indole-4-carboxamide NCC#CC=1C=C(C=2C(=CN(C2C1)C(C)C)C)C(=O)NCC=1C(NC(=CC1C)C)=O